C(C=C)(=O)OCCCCCCOC1=CC=C(C(=O)OC2=C(C=C(C=C2)OC(=O)C2CCC(CC2)CCCCCCC)C=O)C=C1 [4-(4-heptylcyclohexanecarbonyl)oxy-2-formyl-phenyl] 4-(6-prop-2-enoyloxyhexoxy)benzoate